FC(C)(C)C=1OC(=CN1)C(=O)N1[C@H](C2=C(CC1)NC=N2)C2=NN1C(C(=CC=C1)F)=C2 (R)-(2-(2-fluoropropan-2-yl)oxazol-5-yl)(4-(4-fluoropyrazolo[1,5-a]pyridin-2-yl)-1,4,6,7-tetrahydro-5H-imidazo[4,5-c]pyridin-5-yl)methanone